[2H]C(Br)(C1=C(C(=C(C(=C1[2H])[2H])[2H])[2H])[2H])[2H] 1,1-dideuterio-1-(2,3,4,5,6-pentadeuterophenyl)-1-bromomethane